2-(ethyl-(methyl)amino)-1-(5-methoxy-1H-pyrrolo[2,3-b]pyridin-3-yl)ethan-1-one C(C)N(CC(=O)C1=CNC2=NC=C(C=C21)OC)C